4-hydroxycytosine OC1(NC(NC=C1)=O)N